N(Cl)Cl dichloramine